[3-(1-amino-4-methylphthalazin-6-yl)-4-(4-methylpentanoylamino)phenyl]boronic acid formate salt C(=O)O.NC1=NN=C(C2=CC(=CC=C12)C=1C=C(C=CC1NC(CCC(C)C)=O)B(O)O)C